C1(CC1)N1C(C(=CC(=C1)CN1C[C@H](CCC1)C)C(=O)NC1=NC(=CC(=C1)C1=C(C=C(C=C1)F)C1=NN=CN1C)C1CC1)=O 1-Cyclopropyl-N-[6-cyclopropyl-4-[4-fluoro-2-(4-methyl-1,2,4-triazol-3-yl)phenyl]pyridin-2-yl]-5-[[(3S)-3-methylpiperidin-1-yl]methyl]-2-oxopyridine-3-carboxamide